FC1=C2C=CC(=C(C2=C(C=C1)F)O)CC1=NC(=C(C=C1)C(F)(F)F)OC 5,8-difluoro-2-((6-methoxy-5-(trifluoromethyl)pyridin-2-yl)methyl)naphthalen-1-ol